N-(3-(1H-indol-4-yl)phenethyl)-2-ethynyl-thiazole-4-carboxamide N1C=CC2=C(C=CC=C12)C=1C=C(CCNC(=O)C=2N=C(SC2)C#C)C=CC1